C(C)(C)(C)OC(=O)NC1=C(NC(=C1)Cl)C(=O)OCC ethyl 3-((tert-butoxycarbonyl) amino)-5-chloro-1H-pyrrole-2-carboxylate